N1C=C(C2=CC=CC=C12)CC(=O)O 1H-Indole-3-ACETIC ACID